CC=1C(=NC=C(C1)C)N1CC(N(CC1)C(=O)OC(C)(C)C)(C)C tert-butyl 4-(3,5-dimethylpyridin-2-yl)-2,2-dimethylpiperazine-1-carboxylate